2-(4-chlorobenzyl)-N3-cycloheptylquinoxaline-2,3-diamine ClC1=CC=C(CC2(NC3=CC=CC=C3N=C2NC2CCCCCC2)N)C=C1